3-{2-[(6,6-dimethylpiperidin-3-yl)amino]-5-(trifluoromethyl)pyrimidin-4-yl}-7-ethyl-1H,4H,5H,6H,7H,8H-pyrrolo[2,3-c]azepin-8-one CC1(CCC(CN1)NC1=NC=C(C(=N1)C1=CNC=2C(N(CCCC21)CC)=O)C(F)(F)F)C